4-(7-(2,3-dihydrobenzo[b][1,4]dioxin-6-yl)-4-(pyridin-3-yl)-6,7-dihydro-5H-pyrrolo[2,3-d]pyrimidin-2-yl)morpholine O1C2=C(OCC1)C=C(C=C2)N2CCC1=C2N=C(N=C1C=1C=NC=CC1)N1CCOCC1